CCCCCCCCCCCCCCCCCCOC[C@H](COP(=O)(O)OC[C@H](CO)O)OC(=O)CCCCCC/C=C\C/C=C\C/C=C\CCCCC 1-octadecyl-2-(8Z,11Z,14Z-eicosatrienoyl)-glycero-3-phospho-(1'-sn-glycerol)